OCCCNC1CC(N(C1)C1=CC=C(C=C1)S(=O)(=O)N1CCN(CC1)C(=O)OCC1=CC=CC=C1)=O Benzyl 4-[4-[4-(3-hydroxypropylamino)-2-oxo-pyrrolidin-1-yl]phenyl]sulfonylpiperazine-1-carboxylate